[Ca].OC=1C=CC=C2C=CC=NC12 8-hydroxyquinoline calcium salt